O1COC2=C1C=CC(=C2)CNC(C(C)N(C)CC=2SC(=CC2)Br)=O N-(Benzo[d][1,3]dioxol-5-ylmethyl)-2-(((5-bromothiophen-2-yl)methyl)(methyl)amino)propanamide